N-((3S,5R,8R,9S,10S,13R,14S,17R)-14-hydroxy-10,13-dimethyl-17-(2-oxo-2H-pyran-5-yl)hexadecahydro-1H-cyclopenta[a]phenanthren-3-yl)piperazine-1-carboxamide O[C@]12[C@@H]3CC[C@@H]4C[C@H](CC[C@@]4([C@H]3CC[C@@]2([C@H](CC1)C=1C=CC(OC1)=O)C)C)NC(=O)N1CCNCC1